2-(diethylamino)-N-(6-(1,2-dimethyl-1H-imidazol-5-yl)isoquinolin-3-yl)acetamide C(C)N(CC(=O)NC=1N=CC2=CC=C(C=C2C1)C1=CN=C(N1C)C)CC